tert-butylimino-tris(pyrrolidino)phosphane tert-Butyl-6-(3-tert-butyl-4-hydroxy-phenyl)-3-methyl-3,4-dihydro-2H-pyridine-1-carboxylate C(C)(C)(C)OC(=O)N1CC(CC=C1C1=CC(=C(C=C1)O)C(C)(C)C)C.C(C)(C)(C)N=P(N1CCCC1)(N1CCCC1)N1CCCC1